distearyltin adipate C(CCCCC(=O)[O-])(=O)[O-].C(CCCCCCCCCCCCCCCCC)[Sn+2]CCCCCCCCCCCCCCCCCC